6-(5-(5-methyl-4,5,6,7-tetrahydropyrazolo[1,5-a]pyrazin-3-yl)-1H-pyrrolo[2,3-b]pyridin-3-yl)spiro[indene-1,4'-piperidin]-3(2H)-one CN1CC=2N(CC1)N=CC2C=2C=C1C(=NC2)NC=C1C1=CC=C2C(CC3(CCNCC3)C2=C1)=O